2-((6-amino-2-(4-chlorophenyl)-5-(2-methoxyphenoxy)pyrimidin-4-yl)oxy)ethan-1-ol NC1=C(C(=NC(=N1)C1=CC=C(C=C1)Cl)OCCO)OC1=C(C=CC=C1)OC